2,2'-bis(3-hydroxypropoxy)-1,1'-binaphthyl OCCCOC1=C(C2=CC=CC=C2C=C1)C1=C(C=CC2=CC=CC=C12)OCCCO